2-(4,4-dimethyl-1-piperidyl)-3,6-dimethyl-8-[1-[2-(4,4,5,5-tetramethyl-1,3,2-dioxaborolan-2-yl)phenoxy]ethyl]chromen-4-one CC1(CCN(CC1)C=1OC2=C(C=C(C=C2C(C1C)=O)C)C(C)OC1=C(C=CC=C1)B1OC(C(O1)(C)C)(C)C)C